OC1=CC=C(C=C1)C=CC(C=CC=CC1=CC=C(C=C1)O)=O 1,7-bis(4-hydroxyphenyl)-1,4,6-heptatrien-3-one